3-phenyllactate C1(=CC=CC=C1)CC(C(=O)[O-])O